O[C@H]1[C@@H](CC1)NC(=O)C=1C=NN2C1N=CC=C2NC N-((1R,2R)-2-hydroxycyclobutyl)-7-(methylamino)pyrazolo[1,5-a]pyrimidine-3-carboxamide